Tert-butyl (1-(2-((5-fluoro-4-(4-fluoro-1-isopropyl-2-methyl-1H-benzo[d]imidazol-6-yl)pyrimidin-2-yl)amino)-7,8-dihydro-1,6-naphthyridin-6(5H)-yl)2-methyl-1-oxopropan-2-yl)carbamate FC=1C(=NC(=NC1)NC1=NC=2CCN(CC2C=C1)C(C(C)(C)NC(OC(C)(C)C)=O)=O)C=1C=C(C2=C(N(C(=N2)C)C(C)C)C1)F